CSC1=CC=C(CO)C=C1 4-methylthiobenzyl alcohol